4-(5-chloro-4-((((3S,4S)-4-hydroxytetrahydro-2H-pyran-3-yl)methyl)amino)-6-oxopyridazin-1(6H)-yl)-N-phenylpiperidine-1-sulfonamide ClC1=C(C=NN(C1=O)C1CCN(CC1)S(=O)(=O)NC1=CC=CC=C1)NC[C@H]1COCC[C@@H]1O